C(C=C)N1S(N(CC=2C=C(C=3C=CNC3C21)Cl)CCCOCCOCCOC)(=O)=O 1-allyl-6-chloro-3-(3-(2-(2-methoxyethoxy)ethoxy)propyl)-1,3,4,9-tetrahydro-[1,2,6]thiadiazino[4,3-g]indole 2,2-dioxide